1,5,5-trimethyl-cyclohexane CC1CCCC(C1)(C)C